N-((S)-1-(((R)-3-methyl-1-((1R,7R)-10-methyl-2,6-dioxo-3,5-dioxa-10-aza-4-borabicyclo[5.2.1]decan-4-yl)butyl)amino)-1-oxo-3-phenylpropan-2-yl)pyrazine-2-carboxamide CC(C[C@@H](B1OC([C@H]2CC[C@H](C(O1)=O)N2C)=O)NC([C@H](CC2=CC=CC=C2)NC(=O)C2=NC=CN=C2)=O)C